ClC1=C(C=CC(=C1OC=1C(=C2C(N(C=NC2=CC1)C)=O)C)F)NS(=O)(=O)N1C[C@@H](CC1)OC (R)-N-(2-chloro-3-((3,5-dimethyl-4-oxo-3,4-dihydroquinazolin-6-yl)oxy)-4-fluorophenyl)-3-methoxypyrrolidine-1-sulfonamide